3-(benzylamino)thiophene-2-carbonyl azide C(C1=CC=CC=C1)NC1=C(SC=C1)C(=O)N=[N+]=[N-]